ClC1=C2C(=NC=C1)N(N=C2I)C2COCCC2 4-chloro-3-iodo-1-tetrahydropyran-3-yl-pyrazolo[3,4-b]pyridine